methyl (2R)-3-(((benzyloxy)(diisopropylamino)phosphanyl)oxy)-2-(dodecyloxy)propanoate C(C1=CC=CC=C1)OP(OC[C@H](C(=O)OC)OCCCCCCCCCCCC)N(C(C)C)C(C)C